O1CC(C1)C#CC(=O)OC methyl 3-(oxetan-3-yl)prop-2-ynoate